4-CHLORO-1-ETHYL-3-METHYL-1H-PYRAZOLE-5-CARBALDEHYDE ClC=1C(=NN(C1C=O)CC)C